6-[2-chloro-6-(tetrahydropyran-4-ylmethyl)phenyl]-3-(4-isoquinolyl)-1H-thieno[3,2-d]pyrimidine-2,4-dione ClC1=C(C(=CC=C1)CC1CCOCC1)C1=CC=2NC(N(C(C2S1)=O)C1=CN=CC2=CC=CC=C12)=O